FC=1C=NC(=NC1)NC(=O)C=1C=2N(C3=C(C1)C(CC3)C)C(=NN2)C(C)C N-(5-Fluoropyrimidin-2-yl)-1-isopropyl-6-methyl-7,8-dihydro-6H-cyclopenta[e][1,2,4]triazolo[4,3-a]pyridine-4-carboxamide